C(C)(CC)S(=O)(=O)O sec-butanesulfonic acid